C[Si](CCCSCCN)(OC)C dimethylmethoxy-3-(2-aminoethylthio)propylsilane